3,7-dimethyl-2,6-octanedioaldehyde CC(C(C)=O)CCC(C(C)C)=O